O[C@@H]1[C@@H](C[C@@]2(CCCO2)CC1)C1=CC=C(C(=O)OC)C=C1 |o1:1,&1:4| racemic-methyl 4-((7S,8S*)-8-hydroxy-1-oxaspiro[4.5]decan-7-yl)benzoate